4-amino-N-((5R)-2-bromo-5,8-dihydro-6H-pyrano[3,4-b]pyridin-5-yl)-N,1-dimethyl-1H-pyrazolo[4,3-c]quinoline-8-carboxamide NC1=NC=2C=CC(=CC2C2=C1C=NN2C)C(=O)N(C)[C@H]2COCC1=NC(=CC=C12)Br